C(C)(C)C1=C(C=CC=C1)C(C)(C)OO α-(iso-propylphenyl)-iso-propylhydroPeroxide